ClC1=NC(=C2C(=N1)N(N=C2)CC2CC2)NC=2N=CN(C2)C2=CC(=C(C(=C2)OC)OC)OC 6-chloro-1-(cyclopropylmethyl)-N-(1-(3,4,5-trimethoxyphenyl)-1H-imidazol-4-yl)-1H-pyrazolo[3,4-d]pyrimidin-4-amine